ClC=1C=C(C=CC1)C1=NN(C2=NC(=CN=C21)N2CC1C(C1CC2)(C=2SC=C(N2)C)CNC(OCC2=CC=CC=C2)=O)C2OCCCC2 Benzyl ((3-(3-(3-chlorophenyl)-1-(tetrahydro-2H-pyran-2-yl)-1H-pyrazolo[3,4-b]pyrazin-6-yl)-7-(4-methylthiazol-2-yl)-3-azabicyclo[4.1.0]heptan-7-yl)methyl)carbamate